((5-chloro-2-fluoropyrimidin-4-yl)amino)-1-methylindolin-2-one ClC=1C(=NC(=NC1)F)NC1C(N(C2=CC=CC=C12)C)=O